di-n-propylphosphate C(CC)OP(=O)(OCCC)[O-]